4-(N-(3-(tert-butyl)-5-cyclopropylbenzyl)-2-(N-cyclopropyl-(2,3,4,5,6-pentafluorophenyl)sulfonamido)acetamido)-3-cyclopropoxybenzoic acid C(C)(C)(C)C=1C=C(CN(C(CN(S(=O)(=O)C2=C(C(=C(C(=C2F)F)F)F)F)C2CC2)=O)C2=C(C=C(C(=O)O)C=C2)OC2CC2)C=C(C1)C1CC1